S1C(=NC2=C1C=CC=C2)NC(=O)C=2C=CC=C1CCN(CC21)C2=CC=C(C(=N2)C(=O)O)C2=C(C(=CC=C2)C(NC21CC3CC(CC(C2)C3)C1)=O)C 6-[8-(1,3-benzothiazol-2-ylcarbamoyl)-3,4-dihydroisoquinolin-2(1H)-yl]-3-{2-methyl-3-[tricyclo[3.3.1.13,7]dec-1-ylcarbamoyl]phenyl}pyridine-2-carboxylic acid